ethyl 5-amino-3-((1S,3R)-3-((isopropylcarbamoyl) oxy)cyclopentyl)-1H-pyrazole-1-carboxylate NC1=CC(=NN1C(=O)OCC)[C@@H]1C[C@@H](CC1)OC(NC(C)C)=O